N-[(5-cyano-2-methoxyphenyl)-methyl]-4-(difluoromethoxy)-3-fluorobenzamide C(#N)C=1C=CC(=C(C1)CNC(C1=CC(=C(C=C1)OC(F)F)F)=O)OC